N[C@@H]([C@@H](C(=O)OC)O[Si](C)(C)C(C)(C)C)C1=CC=CC=C1 methyl (2S,3R)-3-amino-2-[tert-butyl(dimethyl)silyl]oxy-3-phenyl-propanoate